1,1-bis(4-hydroxy-3-methylphenyl)-4-methylcyclohexane OC1=C(C=C(C=C1)C1(CCC(CC1)C)C1=CC(=C(C=C1)O)C)C